FC1=CC(=NC=C1)N (4-fluoro-pyridin-2-yl)-amine